[Br-].CC=1C=[N+](C=CC1)CCCC 3-methyl-1-n-butyl-pyridinium bromide